5-bromo-1-(4-(trifluoromethyl)benzyl)-1H-benzo[d][1,2,3]triazole-7-carboxylic acid BrC1=CC2=C(N(N=N2)CC2=CC=C(C=C2)C(F)(F)F)C(=C1)C(=O)O